dimethyl-cyclohex-1-ene-1,2-dicarboxylic acid CC1(C(=C(CCC1)C(=O)O)C(=O)O)C